C(\C=C\C)(=O)N1CCN(CC1)C1=C(C=CC=C1)N(S(=O)(=O)C=1C=CC2=C(C(=C(O2)C(=O)O)C)C1)CCC1=CC=CC=C1 (E)-5-(N-(2-(4-(but-2-enoyl)piperazin-1-yl)phenyl)-N-phenethylsulfamoyl)-3-methylbenzofuran-2-carboxylic acid